1-chloro-3-(2,6-dichloro-4-((4-(2-hydroxy-3-methoxypropoxy)phenyl)sulfonyl)phenoxy)propan-2-ol ClCC(COC1=C(C=C(C=C1Cl)S(=O)(=O)C1=CC=C(C=C1)OCC(COC)O)Cl)O